bis[4-aminophenyl]methane ((((6-(((acetoxymethoxy)(methyl)phosphoryl)oxy)-5'-methyl-4-pentyl-2'-(prop-1-en-2-yl)-[1,1'-biphenyl]-2-yl)oxy)(methyl)phosphoryl)oxy)methyl-acetate C(C)(=O)OCOP(=O)(C)OC1=CC(=CC(=C1C1=C(C=CC(=C1)C)C(=C)C)OP(=O)(C)OCOC(C)=O)CCCCC.NC1=CC=C(C=C1)CC1=CC=C(C=C1)N